OC(\C=C\C1=CC=C(C=C1)C(F)(F)F)[C@@H]1CN(CC1)C(=O)OC(C)(C)C tert-butyl (3S)-3-((E)-1-hydroxy-3-(4-(trifluoromethyl)phenyl)allyl)pyrrolidine-1-carboxylate